Cinnamylacetate C(C=CC1=CC=CC=C1)CC(=O)[O-]